BrC=1C=C2C(=NN(C2=C(C1)F)C1OCCCC1)C=C 5-bromo-7-fluoro-1-(tetrahydro-2H-pyran-2-yl)-3-vinyl-1H-indazole